3-(7-Methyl-1H-[1,2,3]triazolo[4,5-d]pyrimidin-5-yl)-N-(4-phenethoxyphenyl)benzamide CC=1C2=C(N=C(N1)C=1C=C(C(=O)NC3=CC=C(C=C3)OCCC3=CC=CC=C3)C=CC1)N=NN2